FC=1C=NC=CC1C1=NN2C(N=CC(=C2NC(C)C)C(=O)NCCS(=O)(=O)C)=C1 2-(3-fluoropyridin-4-yl)-7-(isopropylamino)-N-(2-(methylsulfonyl)ethyl)pyrazolo[1,5-a]pyrimidine-6-carboxamide